2-(benzyloxy)-5-bromo-benzaldehyde C(C1=CC=CC=C1)OC1=C(C=O)C=C(C=C1)Br